(chloromethyl)-1-((1-(fluoromethyl)cyclopropyl)methyl)-1H-benzo[d]imidazole-6-carboxylic acid ethyl ester C(C)OC(=O)C=1C=CC2=C(N(C(=N2)CCl)CC2(CC2)CF)C1